BrC=1SC(=CN1)C(=O)NC=1C(=NC=C(C1)C(NC1=CC=C(C=C1)OC(F)(F)Cl)=O)N1C[C@@H](CC1)O (R)-2-bromo-N-(5-((4-(chlorodifluoromethoxy)phenyl)carbamoyl)-2-(3-hydroxyPYRROLIDIN-1-YL)PYRIDIN-3-YL)THIAZOLE-5-CARBOXAMIDE